1-[4-[[[3-(3,4-dimethoxyphenyl)-2,5-dimethyl-pyrazolo[1,5-a]pyrimidin-7-yl]amino]methyl]phenyl]ethanone COC=1C=C(C=CC1OC)C=1C(=NN2C1N=C(C=C2NCC2=CC=C(C=C2)C(C)=O)C)C